Ethyl-3-oxo-3-phenyl-2-(2-(thiazol-2-yl)hydrazono)propanoate C(C)OC(C(C(C1=CC=CC=C1)=O)=NNC=1SC=CN1)=O